bromo-2,3,4-trifluoro-1,1'-biphenyl BrC=1C(=C(C(=C(C1)C1=CC=CC=C1)F)F)F